ethyl 4-(3,4-difluoro-2-methoxy-phenyl)-2-methyl-2-(trifluoromethyl)-3H-furan-5-carboxylate FC=1C(=C(C=CC1F)C=1CC(OC1C(=O)OCC)(C(F)(F)F)C)OC